5-((5-bromo-2-(tert-butylamino)pyrimidin-4-yl)amino)-2-methylcyclohexan-1-ol BrC=1C(=NC(=NC1)NC(C)(C)C)NC1CCC(C(C1)O)C